BrC=1C=C2CN(C(C2=CC1)=O)CC1=CC=C(C=C1)OC 5-Bromo-2-(4-methoxybenzyl)isoindol-1-one